NC(CC1=C(C(NC=N1)=O)O)C1=CC=C(C=C1)C1=CC=C(C=C1)CCN1CCOCC1 6-(2-amino-2-(4'-(2-morpholinoethyl)-[1,1-biphenyl]-4-yl)ethyl)-5-hydroxypyrimidin-4(3H)-one